COC=1C=C(C(=O)N2[C@@H](CC[C@@H]2C2=C(C=CC=C2)OC)C(=O)O)C=CC1 (2S,5R)-1-(3-methoxybenzoyl)-5-(2-methoxyphenyl)pyrrolidine-2-carboxylic acid